C1=CC=CC=2C3=CC=CC=C3C(C12)COC(=O)N[C@@H](COCCOCCOC)CN(CC(=O)OCCI)C(CN1C(N=C(C=C1)NC(=O)OC(C)(C)C)=O)=O 2-iodoethyl (R)-10-((((9H-fluoren-9-yl)methoxy)carbonyl)amino)-12-(2-(4-((tert-butoxy carbonyl)amino)-2-oxopyrimidin-1(2H)-yl)acetyl)-2,5,8-trioxa-12-azatetradecan-14-oate